5-bromo-4-fluoro-2-methoxybenzoic acid BrC=1C(=CC(=C(C(=O)O)C1)OC)F